N[C@H]1CN(CC[C@H]1F)C=1C=CC(=NC1)C1=CC(=CC=C1)F 5-((3S,4R)-3-amino-4-fluoropiperidin-1-yl)-2-(3-fluorophenyl)pyridin